((2,2-difluoro-1-(4-methoxyphenyl)but-3-en-1-yl)oxy)triethylsilane FC(C(C1=CC=C(C=C1)OC)O[Si](CC)(CC)CC)(C=C)F